COC1=CC(=C(C(=O)OC)C=C1)C=C methyl 4-methoxy-2-vinyl-benzoate